R-pinacol OC(C)(C)C(C)(C)O